ClC1=C(C(=O)N(C)C)C=CC(=N1)Cl 2,6-dichloro-N,N-dimethyl-nicotinamide